3-[(2,3-dihydrothieno[3,4-b]-[1,4]dioxin-2-yl)methoxy]-1-hexyl-Sodium 1-propanesulfonate C(CC)S(=O)(=O)O.O1C=2C(OCC1COC(CC[Na])CCC)=CSC2